FC=1C=C(C=CC1)CNC(O[C@H]1[C@H](NC[C@@H]1O)CC1=CC=C(C=C1)C1=CN=CS1)=O (2R,3S,4S)-4-hydroxy-2-{[4-(1,3-thiazol-5-yl)phenyl]methyl}pyrrolidin-3-yl N-[(3-fluorophenyl)methyl]carbamate